OCCNC(=O)C=1C=CC(=NC1OC)C=1C(=C(C=CC1)C1=C(C(=CC=C1)C1=CC=2N(C=C1)C(=NN2)C2=CC=C(CN1[C@H](CCC1)C(=O)O)C=C2)C)C (4-(7-(3'-(5-((2-hydroxyethyl)carbamoyl)-6-methoxypyridin-2-yl)-2,2'-dimethyl-[1,1'-biphenyl]-3-yl)-[1,2,4]triazolo[4,3-a]pyridin-3-yl)benzyl)-D-proline